CC1=NC(=CC(=N1)C(=O)O)C 2,6-dimethylpyrimidine-4-carboxylic acid